O=C1NC(CCC1N1CCC2=CC(=CC=C12)N1CCC(CC1)C=O)=O 1-(1-(2,6-dioxopiperidin-3-yl)indolin-5-yl)piperidine-4-carbaldehyde